(8-methylnaphthalen-1-yl)boronic acid CC=1C=CC=C2C=CC=C(C12)B(O)O